C12N(CC(NC1)CC2)C=2C1=C(N=C(N2)OC([2H])([2H])C23CCCN3CCC2)C(=C(N=C1)C=1C=C(C=C(C1C(F)(F)F)Cl)O)F 3-(4-(2,5-Diazabicyclo[2.2.2]octan-2-yl)-8-fluoro-2-((tetrahydro-1H-pyrrolizin-7a(5H)-yl)methoxy-d2)pyrido[4,3-d]pyrimidin-7-yl)-5-chloro-4-(trifluoromethyl)phenol